OC1=C(C(=O)N2CC3=CC(=CC=C3CC2)N(C(C=C)=O)C2CCN(CC2)C)C=C(C(=C1)O)C N-(2-(2,4-Dihydroxy-5-methylbenzoyl)-1,2,3,4-tetrahydroisoquinolin-7-yl)-N-(1-methylpiperidin-4-yl)acrylamide